OC1=CC(=C(C=C1)CC(=O)OC)OC methyl 2-(4-hydroxy-2-methoxyphenyl)acetate